Bis(4-hydroxyphenyl) sulfon OC1=CC=C(C=C1)S(=O)(=O)C1=CC=C(C=C1)O